FC=1C=C(C=C(C1N(CCCC(=O)O)C)F)C1=CC(=CC=C1)N1CCCC1 4-[(3,5-difluoro-3'-pyrrolidin-1-yl-biphenyl-4-yl)-methyl-amino]-butyric acid